C(C)C1(COC1)COC1=CC(=CC=C1)OCC1(COC1)CC 1,3-bis[(3-ethyloxetan-3-yl)]methoxybenzene